CS(=O)(=O)CC1CNCCO1 2-((methylsulfonyl)methyl)morpholin